(R)-2-((3,5-dicyano-4-ethyl-6-(4-(pyrrolidin-1-yl)piperidin-1-yl)pyridin-2-yl)thio)2-phenyl-acetamide tert-butyl-3-((5-(methoxycarbonyl)-2-nitrophenyl)amino)azetidine-1-carboxylate C(C)(C)(C)OC(=O)N1CC(C1)NC1=C(C=CC(=C1)C(=O)OC)[N+](=O)[O-].C(#N)C=1C(=NC(=C(C1CC)C#N)N1CCC(CC1)N1CCCC1)S[C@@H](C(=O)N)C1=CC=CC=C1